methoxy-4'-cyano-stilbene COC1=C(C=CC=C1)C=CC1=CC=C(C=C1)C#N